OC=1N=CC2=CC=CC(=C2C1)Br 3-hydroxy-5-bromoisoquinoline